ClC1=C(C=C(C=C1)C(CNCC(C)C)C1=CC=CC=C1)C=1C(=CC=C(C1F)OCCOC)C(=O)N 2'-chloro-6-fluoro-5'-(2-(isobutylamino)-1-phenylethyl)-5-(2-methoxyethoxy)-[1,1'-biphenyl]-2-carboxamide